BrC=1C2(C3=C(C=CC=C3C1)F)CCC(CC2)(C(=O)OC)NC2=CC(=CC=C2)Cl methyl (1s,4s)-2'-bromo-7'-fluoro-4-(3-chloroanilino)spiro[cyclohexane-1,1'-indene]-4-carboxylate